3-(1-(3-phenoxyphenyl)pyrrolidin-2-yl)benzoic acid O(C1=CC=CC=C1)C=1C=C(C=CC1)N1C(CCC1)C=1C=C(C(=O)O)C=CC1